C(C)N1N=C2C(NC(C(=C2N[C@@H](C)C2=NC=CC=N2)C2=NC3=C(N2)C=CC(=C3)OC)=O)=C1 (S)-2-Ethyl-6-(5-methoxy-1H-benzo[d]imidazol-2-yl)-7-((1-(pyrimidin-2-yl)ethyl)amino)-2,4-dihydro-5H-pyrazolo[4,3-b]pyridin-5-one